2-Methacryloxyethylhexadecylmethyl-Ammonium bromid [Br-].C(C(=C)C)(=O)OCC[NH+](C)CCCCCCCCCCCCCCCC